BrC1=CC=2C=3C4=C(C=CC3N(C2C=C1)C1=NC=CC=C1)C=CC=C4 10-bromo-7-(pyridin-2-yl)-7H-benzo[c]carbazole